4-(2-((R)-3-((R or S)-ethoxy(phenyl)methyl)-1-(2-phenylpropan-2-yl)pyrrolidin-3-yl)ethyl)benzonitrile C(C)O[C@@H]([C@]1(CN(CC1)C(C)(C)C1=CC=CC=C1)CCC1=CC=C(C#N)C=C1)C1=CC=CC=C1 |o1:3|